N-[5-[4-[[(3S,4S)-4-methoxy-1-methyl-pyrrolidin-3-yl]methoxy]-2-methyl-pyrazol-3-yl]pyrazolo[1,5-a]pyridin-2-yl]cyclopropanecarboxamide CO[C@H]1[C@@H](CN(C1)C)COC1=C(N(N=C1)C)C1=CC=2N(C=C1)N=C(C2)NC(=O)C2CC2